N-[5-[3-(4,4-dimethylpentoxy)pyrazol-1-yl]-4-[2-(trifluoromethyl)phenyl]-1,3-thiazol-2-yl]benzenesulfonamide CC(CCCOC1=NN(C=C1)C1=C(N=C(S1)NS(=O)(=O)C1=CC=CC=C1)C1=C(C=CC=C1)C(F)(F)F)(C)C